C(C)OB(OCC)OCC Boric acid triethyl ester